N-(2-(2,2-dimethylpyrrolidin-1-yl)ethyl)-4-fluoro-3-((1-methyl-6-(pyrimidin-5-yl-amino)-1H-pyrazolo[3,4-d]pyrimidin-3-yl)amino)benzamide CC1(N(CCC1)CCNC(C1=CC(=C(C=C1)F)NC1=NN(C2=NC(=NC=C21)NC=2C=NC=NC2)C)=O)C